FC(C(CC(=O)C1=C(C(=C(C(=C1F)F)F)F)F)=O)(F)F 4,4,4-trifluoro-1-(2,3,4,5,6-pentafluorophenyl)butane-1,3-dione